C(C)(C)(C)OC(=O)N1CCC(CC1)NC=1N=CC2=C(N1)N(C(C=C2)=O)[C@H]2[C@](CCC2)(C)O 4-((8-((1R,2R)-2-hydroxy-2-methylcyclopentyl)-7-oxo-7,8-dihydropyrido[2,3-d]pyrimidin-2-yl)amino)piperidine-1-carboxylic acid tert-butyl ester